FC1=C(OC2=C3C(=NC=C2)N(C=C3C3=CC=C(C=C3)OC)COCC[Si](C)(C)C)C(=CC(=C1)[N+](=O)[O-])F 4-(2,6-difluoro-4-nitrophenoxy)-3-(4-methoxyphenyl)-1-{[2-(trimethylsilyl)ethoxy]methyl}-1H-pyrrolo[2,3-b]pyridine